Cl[Si](C1=C(C(=C(C(=C1[2H])[2H])[2H])[2H])[2H])(C1=C(C(=C(C(=C1[2H])[2H])[2H])[2H])[2H])C1=C(C(=C(C(=C1[2H])[2H])[2H])[2H])[2H] chlorotris(phenyl-d5)silane